Cl.IC=1C=CC(=NC1)N1CC2CCC(C1)N2 3-(5-iodopyridin-2-yl)-3,8-diazabicyclo[3.2.1]octane hydrochloride